CC=1C=C(C=NNC=2N=CN(N2)C2=NC=NC=C2)C=CC1 5-(2-(3-methylbenzylidene)hydrazinyl)-2-(pyrimidin-4-yl)-[1,2,4]triazole